C(C)N(CCN)C1=CC=CC=C1 N-ethyl-N-phenylethane-1,2-diamine